[Br-].CN1C=[N+](C=C1)COC(C=C)=O 1-methyl-3-[[(1-oxo-2-propen-1-yl)oxy]methyl]-1H-imidazolium bromide